spiro[4,5-dihydrothieno[2,3-c]pyran-7,4'-piperidine]carbonitrile N1(CCC2(CC1)OCCC1=C2SC=C1)C#N